N-(4-chloro-3-fluoro-7-(hydroxyimino)-8-oxo-5,6,7,8-tetrahydronaphthalene-1-yl)acetamide Tert-Butyl-4-{2-[3-(trifluoromethyl)benzoyl]hydrazinecarbonyl}piperidine-1-carboxylate C(C)(C)(C)OC(=O)N1CCC(CC1)C(=O)NNC(C1=CC(=CC=C1)C(F)(F)F)=O.ClC1=C(C=C(C=2C(C(CCC12)=NO)=O)NC(C)=O)F